ClC=1C=C(C=CC1C(F)(F)F)NCCC(C)(C)C=1C=C(C=CC1)NC=1C(N(C(C1)=O)C1C(NC(CC1)=O)=O)=O 3-(3-((3-(4-((3-chloro-4-(trifluoromethyl)phenyl)amino)-2-methylbutan-2-yl)phenyl)amino)-2,5-dioxo-2,5-dihydro-1H-pyrrol-1-yl)piperidine-2,6-dione